N-(5-(3-Chloro-4-(difluoromethyl)benzoyl)-5,6-dihydro-4H-pyrrolo[3,4-d]thiazol-2-yl)-4-(5-cyano-2-methoxyphenyl)-6-methyl-nicotinamide ClC=1C=C(C(=O)N2CC=3N=C(SC3C2)NC(C2=CN=C(C=C2C2=C(C=CC(=C2)C#N)OC)C)=O)C=CC1C(F)F